methyl (S)-5-(1-(2-hydroxy-3-methoxypropyl)-5-methyl-1H-pyrazol-4-yl)pyrazolo[1,5-a]pyridine-3-carboxylate O[C@@H](CN1N=CC(=C1C)C1=CC=2N(C=C1)N=CC2C(=O)OC)COC